1,1'-bis(diphenylphosphino)ferrocene palladium chloride [Pd](Cl)Cl.C1(=CC=CC=C1)P([C-]1C=CC=C1)C1=CC=CC=C1.[C-]1(C=CC=C1)P(C1=CC=CC=C1)C1=CC=CC=C1.[Fe+2]